1-(5-bromo-2-fluoro-3-pyridyl)ethanol BrC=1C=C(C(=NC1)F)C(C)O